5-chloro-3-fluoro-2-(4-{[(3R)-1-methylpiperidin-3-yl]amino}phthalazin-1-yl)phenol ClC=1C=C(C(=C(C1)O)C1=NN=C(C2=CC=CC=C12)N[C@H]1CN(CCC1)C)F